(dihydro-1'H,3'H-spiro[cyclopropane-1,2'-pyrrolizin]-7a'(5'H)-yl)methanol C1C2(CN3CCCC13CO)CC2